ClC=1C=C(C=CC1F)NC1=NC=NC2=CC(=C(C=C12)NC(C=C)=O)OCCCN1CCC(CC1)N1CCN(CC1)CCCCCCNC1=C2C(N(C(C2=CC=C1)=O)C1C(NC(CC1)=O)=O)=O N-(4-((3-chloro-4-fluorophenyl)amino)-7-(3-(4-(4-(6-((2-(2,6-dioxopiperidin-3-yl)-1,3-dioxoisoindolin-4-yl)amino)hexyl)piperazin-1-yl)piperidin-1-yl)propoxy)quinazolin-6-yl)acrylamide